[NH4+].N(=O)N(O)C1=CC=CC=C1 nitrosophenyl-hydroxylamine ammonium salt